FC=1C(=C2C(=NC(=NN2C1)NC1CCC(CC1)(O)C)OC)C=1C=CC2=C(N(N=N2)C[C@@H](C)F)C1 (1R,4r)-4-((6-fluoro-5-(1-((R)-2-fluoropropyl)-1H-benzo[d][1,2,3]triazol-6-yl)-4-methoxypyrrolo[2,1-f][1,2,4]triazin-2-yl)amino)-1-methylcyclohexan-1-ol